tert-Butyl [6-(m-cyanophenyl)-4-(1-{[6-(1-hydroxycyclopentyl)-2-pyridyl]methyl}-1H-1,2,3-triazol-4-yl)-2-pyrimidinylamino]acetate C(#N)C=1C=C(C=CC1)C1=CC(=NC(=N1)NCC(=O)OC(C)(C)C)C=1N=NN(C1)CC1=NC(=CC=C1)C1(CCCC1)O